7-(1-ethyl-7,9-difluoro-4,4-dimethyl-5H-[1,2,4]triazolo[4,3-a]quinoxalin-8-yl)-5-methyl-1H-indole-3-carbonitrile C(C)C1=NN=C2N1C1=C(C(=C(C=C1NC2(C)C)F)C=2C=C(C=C1C(=CNC21)C#N)C)F